C(C)(C)(C)OC(N[C@@H](CC=C)C1=CC(=NC=C1)Br)=O (S)-(1-(2-bromopyridin-4-yl)but-3-en-1-yl)carbamic acid tert-butyl ester